3-(4-chlorophenyl)-N-methyl-N-(1-methyl-5-(pyridin-4-yl)-1H-imidazol-2-yl)propanamide ClC1=CC=C(C=C1)CCC(=O)N(C=1N(C(=CN1)C1=CC=NC=C1)C)C